C1(=CC=CC=C1)C1P(C(CC1)C1=CC=CC=C1)I (rac)-2,5-diphenyliodophospholane